C1(CCCCC1)C(=O)N1N=CCC1C1=CC=CC=C1 cyclohexyl(5-phenyl-4,5-dihydro-1H-pyrazol-1-yl)methanone